N-(2-phenyl-2,3-dihydro-1H-indol-5-yl)-N'-[(pyridin-4-yl)methyl]urea hydrogen chloride Cl.C1(=CC=CC=C1)C1NC2=CC=C(C=C2C1)NC(=O)NCC1=CC=NC=C1